COC(C(C(=O)OC)C(NC1=CC=C(C=C1)S(NC1=NC=CC=C1)(=O)=O)C1CCCCC1)=O 2-(cyclohexyl-((4-(N-(pyridin-2-yl)sulfamoyl)phenyl)amino)methyl)malonic acid dimethyl ester